CN(CCC(=O)C1=C(C=CC=C1)C(F)(F)F)C 3-(Dimethylamino)-1-(2-(trifluoromethyl)phenyl)propan-1-one